ClC1=NN=C(C2=CC(=C(C=C12)F)F)Cl 1,4-Dichloro-6,7-difluorophthalazine